N-methoxy-N-Methylcarbamoyl Chloride CON(C(=O)Cl)C